rac-(1R*,2S*)-5'-chloro-N-(6-chloropyrimidin-4-yl)-1'-methyl-2'-oxospiro[cyclopropane-1,3'-indoline]-2-carboxamide ClC=1C=C2[C@]3(C(N(C2=CC1)C)=O)[C@H](C3)C(=O)NC3=NC=NC(=C3)Cl |r|